N,N-Dimethyl-N-ethyl-N-phenylethylammonium C[N+](CCC1=CC=CC=C1)(CC)C